NC=1C=C(C=NC1)CN1CCOC=2C=3C1=NC=NC3C=C(C2Cl)C2=C(C(=CC(=N2)N)C)C(F)(F)F 6-(4-((5-aminopyridin-3-yl)methyl)-8-chloro-5,6-dihydro-4H-[1,4]oxazepino[5,6,7-de]quinazolin-9-yl)-4-methyl-5-(trifluoromethyl)pyridin-2-amine